C(C(C)C)OC1=CC=C(C=C1)CN=C=O 1-isobutylOxy-4-(isocyanatomethyl)benzene